3-methacryloxyoctyl-trimethoxysilane C(C(=C)C)(=O)OC(CC[Si](OC)(OC)OC)CCCCC